COC1=NC=NC(=C1C(=O)NC=1SC2=C(N1)C=1C=CC(=CC1OC2(CCC2=CC=CC=C2)C)C(F)(F)F)OC 4,6-dimethoxy-N-(4-methyl-4-phenethyl-7-(trifluoromethyl)-4H-chromeno[4,3-d]thiazol-2-yl)pyrimidine-5-carboxamide